5-Chloro-2-(4-chlorothiazol-5-yl)benzaldehyde ClC=1C=CC(=C(C=O)C1)C1=C(N=CS1)Cl